β-D-lyxopyranose O[C@H]1[C@@H](O)[C@@H](O)[C@H](O)CO1